6-(1,3-benzothiazol-6-yl)-N-{(1S)-1-[3-(6-fluoropyridin-3-yl)phenyl]ethyl}-2-methylpyrimidin-4-amine S1C=NC2=C1C=C(C=C2)C2=CC(=NC(=N2)C)N[C@@H](C)C2=CC(=CC=C2)C=2C=NC(=CC2)F